triazinyl-imidazole N1=NN=C(C=C1)C=1NC=CN1